N-allyl-tryptamine C(C=C)NCCC1=CNC2=CC=CC=C12